ClC=1C(=NC(=NC1)NC1=CC(=C(C=C1OC(C)C)C1CCN(CC1)C1CCN(CC1)C(=O)OC(C)(C)C)C)NC1=C(C=CC=C1)S(=O)(=O)C(C)C tert-butyl 4-(4-((5-chloro-4-((2-(isopropylsulfonyl)phenyl)amino)pyrimidin-2-yl)amino)-5-isopropoxy-2-methylphenyl)-[1,4'-bipiperidine]-1'-carboxylate